NC1=C2N(C(N(C2=NC=N1)[C@H]1C(CN(CC1)C1CCN(CC1)C1CN(C1)C=1C=C2C(N(C(C2=CC1)=O)C1C(NC(CC1)=O)=O)=O)(F)F)=O)C1=CC=C(C=C1)OC1=CC=CC=C1 5-(3-((R)-4-(6-amino-8-oxo-7-(4-phenoxyphenyl)-7,8-dihydro-9H-purin-9-yl)-3,3-difluoro-[1,4'-bipiperidin]-1'-yl)azetidin-1-yl)-2-(2,6-dioxopiperidin-3-yl)isoindoline-1,3-dione